N-tetradecyl-(methyl)acrylamide C(CCCCCCCCCCCCC)NC(C(=C)C)=O